(4,4-difluorocyclohexyl)benzene-1,4-diamine FC1(CCC(CC1)C1=C(C=CC(=C1)N)N)F